Cl.NCCCCCCNC(C1=C(C=C(C=C1)NC=1C=2N(C=CN1)C(=CN2)C2=CC=C(C=C2)OC)C)=O N-(6-aminohexyl)-4-((3-(4-methoxy-phenyl)imidazo[1,2-a]pyrazin-8-yl)amino)-2-methylbenzamide hydrochloride